C1(CC1)N1C=C2C(NN(C(C2=C(C1=O)OC)=O)C)=O 6-cyclopropyl-8-methoxy-2-methyl-2,3-dihydropyrido[3,4-d]pyridazine-1,4,7(6H)-trione